C(C1=CC=CC=C1)N1S(C(C(C2=C1N=C(N2C)SC2=CC=CC=C2)=O)C2=CC=CC=C2)(=O)=O 1-benzyl-5-methyl-3-phenyl-6-(phenylthio)-3,5-dihydroimidazo[4,5-c][1,2]thiazine-4(1H)-one 2,2-dioxide